N-(9-((1S,3R,4S)-4-(benzyloxy)-3-((benzyloxy)methyl)-2-methylene-cyclopentyl)-9H-purin-6-yl)benzamide C(C1=CC=CC=C1)O[C@@H]1[C@H](C([C@H](C1)N1C2=NC=NC(=C2N=C1)NC(C1=CC=CC=C1)=O)=C)COCC1=CC=CC=C1